C(C)(=O)OC=1C=C2C(=NC=NC2=CC1OC)N1CCC(CC1)CCNS(N)(=O)=O 7-methoxy-4-(4-(2-(sulfamoylamino)ethyl)piperidin-1-yl)quinazolin-6-yl acetate